2-(2-((1R,5S,6r)-6-(((2-(trifluoromethyl)pyridin-3-yl)oxy)methyl)-3-azabicyclo[3.1.0]hexan-3-yl)pyrimidin-4-yl)-1,3,4-thiadiazole FC(C1=NC=CC=C1OCC1[C@H]2CN(C[C@@H]12)C1=NC=CC(=N1)C=1SC=NN1)(F)F